FC=1C(=NC(=NC1)NC=1C=NN(C1)C)OCC1CCC(CC1)NC(C)=O N-((1R,4R)-4-(((5-fluoro-2-((1-methyl-1H-pyrazol-4-yl)amino)pyrimidin-4-yl)oxy)methyl)cyclohexyl)acetamide